1-(5,8-Dichloro-3-methylimidazo[1,5-a]pyridin-6-yl)ethanone ClC1=C(C=C(C=2N1C(=NC2)C)Cl)C(C)=O